OC1=CC=C(C=C1)C=1C=C2C=CC(=NC2=CC1)N1CCCCC1 1-(6-(4-Hydroxyphenyl)chinolin-2-yl)piperidin